1,2-pentanedione C(C(CCC)=O)=O